[Zr+2].C(C)CC(CC(=O)[O-])=O.C(C)CC(CC(=O)[O-])=O.C(CCC)O.C(CCC)O dibutanol bis(ethylacetoacetate) zirconium